(2R)-1-[6-[(2R)-2-carboxypyrrolidin-1-yl]-6-oxohexanoyl]pyrrolidine C(=O)(O)[C@@H]1N(CCC1)C(CCCCC(=O)N1CCCC1)=O